1,1,1-trifluoropentane-2,4-dione FC(C(CC(C)=O)=O)(F)F